(Z)-3-((tert-butylamino)methylene)-2-(1H-indol-3-yl)-6-isopropylchroman-4-one C(C)(C)(C)N\C=C/1\C(OC2=CC=C(C=C2C1=O)C(C)C)C1=CNC2=CC=CC=C12